Ethyl 6-((tert-butoxycarbonyl)(methyl)amino)-2-((2S,3R)-3-((tert-butyldimethylsilyl)oxy)-2-(cyclopentyloxy)-3-(3,5-dimethoxy-4-methylphenyl)propyl)benzo[d]thiazole-4-carboxylate C(C)(C)(C)OC(=O)N(C=1C=C2C(N=C(S2)C[C@@H]([C@@H](C2=CC(=C(C(=C2)OC)C)OC)O[Si](C)(C)C(C)(C)C)OC2CCCC2)=C(C1)C(=O)OCC)C